ClC1=CC(=C(C=C1Cl)C(C1C(CN(CC1)C(=O)OC(C)(C)C)C)=N[S@@](=O)C(C)(C)C)OCC=C tert-butyl 4-[[4,5-dichloro-2-(prop-2-en-1-yloxy)phenyl]([[(S)-2-methylpropane-2-sulfinyl]imino])methyl]-3-methylpiperidine-1-carboxylate